OC[C@@H]1N([C@@H](C[C@@H]1NCC1=CC=C(C=C1)OC)COC)C(=O)O (2R,3S,5S)-2-(hydroxymethyl)-3-((4-methoxybenzyl)amino)-5-(methoxymethyl)Pyrrolidine-1-carboxylic acid